C(C1=CC=CC=C1)N1C(/C(/C2=CC=CC(=C12)C)=C/[N+](=O)[O-])=O (E)-1-benzyl-7-methyl-3-(nitromethylene)indol-2-one